(3-fluoro-4-(3-(6-(4-methylpiperazin-1-yl)pyridin-3-yl)-1H-pyrazolo[3,4-c]pyridin-5-yl)-5-(trifluoromethyl)phenyl)-N-methylmethanamine FC=1C=C(C=C(C1C=1C=C2C(=CN1)NN=C2C=2C=NC(=CC2)N2CCN(CC2)C)C(F)(F)F)CNC